ClC1=C2C(=NC=C1)C=C(O2)C2=CC(=NC=C2)CC(C)(O)C 1-(4-(7-chlorofuro[3,2-b]pyridin-2-yl)pyridin-2-yl)-2-methylpropan-2-ol